Aceton-d4 C(C(=O)C([2H])([2H])[2H])[2H]